2-(4-(((5-amino-7-methoxy-[1,2,4]triazolo[1,5-c]quinazolin-2-yl)methoxy)methyl)phenyl)-1,1,1,3,3,3-hexafluoropropan-2-ol NC1=NC=2C(=CC=CC2C=2N1N=C(N2)COCC2=CC=C(C=C2)C(C(F)(F)F)(C(F)(F)F)O)OC